(S)-2-isothiocyanatoaminopropionic acid Methyl ester COC([C@H](C)NN=C=S)=O